tert-Butyl (S)-4-(cyclopropanecarbonothioyl)-2-methylpiperazine-1-carboxylate C1(CC1)C(=S)N1C[C@@H](N(CC1)C(=O)OC(C)(C)C)C